3-(4-((trans)-2-(aminomethyl)cyclopropyl)-1-oxoisoindolin-2-yl)piperidine-2,6-dione NC[C@H]1[C@@H](C1)C1=C2CN(C(C2=CC=C1)=O)C1C(NC(CC1)=O)=O